F[C@H]1C[C@]2(CCCN2C1)CO ((2S,7aR)-2-fluorohexahydro-1H-pyrrolizin-7a-yl)methanol